The molecule is a taxane diterpenoid that is taxane which contains double bounds at the 4-20 and 11-12 positions and which is substituted by hydroxy groups at the 5alpha and 13alpha positions. It has a role as a metabolite. It is a taxane diterpenoid, a diol and a secondary alcohol. CC1=C2CC[C@@]3(CC[C@@H](C(=C)[C@H]3C[C@@H](C2(C)C)C[C@@H]1O)O)C